C(CCC)OP([O-])CCCCCC butylhexylphosphonite